ClC1=NC=CC(=C1)C=1N=C(SC1)NC1=C(C=CC=C1)S(=O)(=O)O ((4-(2-chloropyridin-4-yl)thiazol-2-yl)amino)benzenesulfonic acid